NC=1C(N(C2=C(N1)SC(=C2)C=O)C2=CC(=C(C=C2)C)OC2=CC=CC=C2)=O 3-amino-1-(4-methyl-3-phenoxyphenyl)-2-oxo-1,2-dihydrothieno[2,3-b]pyrazine-6-carbaldehyde